NC1=C(C=CC(=C1F)NCC1=CC=C(C=C1)N)NC(CCCCCCC)=O N-(2-Amino-3-fluoro-4-((4-aminobenzyl)amino)phenyl)octanamid